C(#N)C1=CC(=C(C=C1)NS(=O)(=O)C1=CNC(=C1)C1=CC(=CC=C1)C#N)F N-(4-cyano-2-fluoro-phenyl)-5-(3-cyanophenyl)-1H-pyrrole-3-sulfonamide